FC1(C2(C1)CC=1N(N=C(C1C1=C3C(=NC(=C1F)C)NN=C3)C3=NC=C(C=C3)F)C2)F 1',1'-difluoro-3-(5-fluoro-6-methyl-1H-pyrazolo[3,4-b]pyridin-4-yl)-2-(5-fluoro-2-pyridinyl)spiro[4,6-dihydropyrrolo[1,2-b]pyrazole-5,2'-cyclopropane]